4-propenyl-1H-imidazole C(=CC)C=1N=CNC1